Cl.FC(N1N=CC(=C1)C=1C(=CC(=NC1)NC1=NC(=NC=C1)C1=C(C=CC=C1OC)F)N1C[C@H](CCC1)NC)F (S)-N-(5-(1-(difluoromethyl)-1H-pyrazol-4-yl)-4-(3-(methylamino)piperidin-1-yl)pyridin-2-yl)-2-(2-fluoro-6-methoxyphenyl)pyrimidin-4-amine hydrochloride